2-(2-((2-(5-(3-fluorophenyl)-1H-benzo[d]imidazol-2-yl)ethyl)amino)ethyl)-N-(pyridin-2-ylmethyl)oxazole-4-carboxamide FC=1C=C(C=CC1)C1=CC2=C(NC(=N2)CCNCCC=2OC=C(N2)C(=O)NCC2=NC=CC=C2)C=C1